[2-formyl-4-(3-methylsulfanylphenyl)phenyl]trifluoromethanesulfonate C(=O)C1=C(C=CC(=C1)C1=CC(=CC=C1)SC)OS(=O)(=O)C(F)(F)F